NC=1C=C(C=C(C1)C(F)(F)F)[C@@H](C)NC=1C2=C(N=C(N1)C)N(C(C(=C2)O[C@@H]2COCC2)=O)C 4-(((R)-1-(3-Amino-5-(trifluoromethyl)phenyl)ethyl)amino)-2,8-dimethyl-6-(((S)-tetrahydrofuran-3-yl)oxy)pyrido[2,3-d]pyrimidin-7(8H)-one